NC=1C=C(C=CC1)C(C(=O)NCC1=CC=CC=C1)N(C(C#C)=O)C1=CC(=CC=C1)F N-(1-(3-Aminophenyl)-2-(benzylamino)-2-oxoethyl)-N-(3-fluorophenyl)-propiolamide